N-(2-chloro-4-(trifluoromethyl)phenyl)-2-(5-ethyl-6-(4-(5-hydroxy-6-methylpyrimidine-4-carbonyl)piperazin-1-yl)-7-oxo-2-(prop-1-en-2-yl)thiazolo[5,4-b]pyridin-4(7H)-yl)acetamide ClC1=C(C=CC(=C1)C(F)(F)F)NC(CN1C2=C(C(C(=C1CC)N1CCN(CC1)C(=O)C1=NC=NC(=C1O)C)=O)N=C(S2)C(=C)C)=O